O[C@@H]1[C@H](O[C@@H]([C@H]([C@@H]1O)O)CO)OCCN(CCCCCCNC(OCC1=CC=CC=C1)=O)CCO[C@H]1O[C@@H]([C@H]([C@@H]([C@@H]1O)O)O)CO benzyl (6-(bis(2-(((2S,3S,4S,5S,6R)-3,4,5-trihydroxy-6-(hydroxymethyl)tetrahydro-2H-pyran-2-yl)oxy)ethyl) amino)hexyl)carbamate